(3R)-1-(5-(4-amino-8-fluoro-6,7-dimethoxyquinazolin-2-yl)-2,5-diazabicyclo[2.2.2]octan-2-yl)-3-(ethylamino)-3-(4-fluorophenyl)propan-1-one NC1=NC(=NC2=C(C(=C(C=C12)OC)OC)F)N1C2CN(C(C1)CC2)C(C[C@H](C2=CC=C(C=C2)F)NCC)=O